C(=C)C1=CC=C(C=C1)C(=O)OOC(C1=CC=C(C=C1)C=C)=O (4-ethenylbenzoyl) 4-ethenylbenzenecarboperoxoate